[(Z)-[amino(cyclopropyl)methylene] amino] 4-[(1S)-1-(2,6-dimethylpyrimidin-4-yl)oxyethyl]benzoate CC1=NC(=CC(=N1)O[C@@H](C)C1=CC=C(C(=O)O\N=C(\C2CC2)/N)C=C1)C